C(C1=CC=CC=C1)OC1=C2C(=C(N(C2=CC(=C1)F)C1=CC(=C(C=C1)F)C)C(=C)C)C=1C=C(C=NC1)C(=O)O 5-[4-benzyloxy-6-fluoro-1-(4-fluoro-3-methyl-phenyl)-2-isopropenyl-indol-3-yl]pyridine-3-carboxylic acid